C(CCC)/C(/C(=O)O)=C/C(=O)O.C(\C=C/C(=O)O)(=O)OCCCC monobutyl maleate (monobutyl maleate)